N-[3-(5-azaspiro[2.5]octan-5-yl)-4-(1,1-dioxo-1,4-thiazinane-4-carbonyl)phenyl]cyclopropanecarboxamide C1CC12CN(CCC2)C=2C=C(C=CC2C(=O)N2CCS(CC2)(=O)=O)NC(=O)C2CC2